N1(CC=CC1)C=1C=C(C=NC1)C=1N=NN(C1)CC=1N=C2N(C=C(C=C2)CO)C1 (2-((4-(5-(2,5-dihydro-1H-pyrrol-1-yl)pyridin-3-yl)-1H-1,2,3-triazole-1-yl)methyl)imidazo[1,2-a]pyridin-6-yl)methanol